N-octadecenyl-2-(3-methoxy-4-hydroxyphenyl)-3,7-dimethoxy-5-hydroxyquinolin-4-one C(=CCCCCCCCCCCCCCCCC)N1C(=C(C(C2=C(C=C(C=C12)OC)O)=O)OC)C1=CC(=C(C=C1)O)OC